2,3-difluoropropionic acid methyl ester COC(C(CF)F)=O